methyl-(pentyl)amine CNCCCCC